10-(benzyloxy)-3-methyl-1,2,3,4,5,6-hexahydroazepino[4,5-b]indole C(C1=CC=CC=C1)OC=1C=2C3=C(NC2C=CC1)CCN(CC3)C